C(C)(C)(C)OC(=O)N1CC(C=2N(C(C(=CC21)CC2=C(C=CC=C2)F)=O)C)(C)C 6-(2-fluoro-benzyl)-3,3,4-trimethyl-5-oxo-2,3,4,5-tetrahydro-pyrrolo[3,2-b]pyridine-1-carboxylic acid tert-butyl ester